N-((1S,3r)-3-(5-(5-(difluoromethoxy)pyridin-2-yl)-4-(2-fluorophenyl)-4H-1,2,4-triazol-3-yl)cyclobutyl)pyridine FC(OC=1C=CC(=NC1)C=1N(C(=NN1)C1CC(C1)N1CC=CC=C1)C1=C(C=CC=C1)F)F